N-(but-2-yl)-4-(2,4-dihydroxyphenyl)pentanamide CC(CC)NC(CCC(C)C1=C(C=C(C=C1)O)O)=O